(1S,3R,4S)-2-((3-chlorophenyl)glycyl)-5,5-difluoro-N-((S,Z)-4-fluoro-4-(methylsulfonyl)-1-((S)-2-oxopyrrolidin-3-yl)but-3-en-2-yl)-2-azabicyclo[2.2.2]octane-3-carboxamide ClC=1C=C(C=CC1)NCC(=O)N1[C@@H]2CC([C@H]([C@@H]1C(=O)N[C@@H](C[C@H]1C(NCC1)=O)\C=C(/S(=O)(=O)C)\F)CC2)(F)F